OC=1C=CC(=NC1)N1CCN(CC1)C(=O)C1=C(C(=O)O)C=CC=C1 2-[4-(5-Hydroxypyridin-2-yl)-piperazine-1-carbonyl]benzoic acid